7-chloro-5-fluoro-1-phenylquinazoline-2,4(1H,3H)-dione ClC1=CC(=C2C(NC(N(C2=C1)C1=CC=CC=C1)=O)=O)F